ClC=1C(=NC(=NC1)NC1CCOCC1)C1=CC=C2CN(C(C2=C1)=O)CC(=O)NC1(CCCCC1)CO 2-(6-{5-chloro-2-[(oxacyclohex-4-yl)amino]pyrimidin-4-yl}-1-oxo-2,3-dihydro-1H-isoindol-2-yl)-N-[1-(hydroxymethyl)cyclohexyl]acetamide